COC(C(CCC(C(=O)OC)=O)=O)=O.C(C)(C)(C)N1CC(C1)C=1N=NN(C1)COC(C(C)(C)C)=O tert-butyl-3-(1-((pivaloyloxy)methyl)-1H-1,2,3-triazol-4-yl)azetidine dimethyl-2,5-dioxoadipate